CC=1N=CC(=NC1)N[C@@H]1C[C@H](CC1)NC1=CC=C(C=N1)N1C(C(=CC=C1)C1=NN(N=C1)C1OCCCC1)=O 6'-(((1S,3S)-3-((5-methylpyrazin-2-yl)amino)cyclopentyl)amino)-3-(2-(tetrahydro-2H-pyran-2-yl)-2H-1,2,3-triazol-4-yl)-2H-[1,3'-bipyridin]-2-one